N-(2-((2S,3S)-1-ethyl-2-methylpiperidin-3-yl)thieno[2,3-b]pyridin-4-yl)-4-fluorobenzo[d]thiazol-5-amine C(C)N1[C@H]([C@H](CCC1)C1=CC=2C(=NC=CC2NC=2C=CC3=C(N=CS3)C2F)S1)C